Cl.ClC1=CC(=CC=2C3=CC=CC(=C3C(NC12)=O)O)O 4-chloro-2,7-dihydroxy-6(5H)-phenanthridinone hydrochloride